8-(4-chloro-3-(trifluoromethyl)phenyl)-9-(4-((1-(3-fluoropropyl)azetidin-3-ylidene)methyl)phenyl)-6,7-dihydro-5H-benzo[7]annulene-3-carboxylic acid ClC1=C(C=C(C=C1)C=1CCCC2=C(C1C1=CC=C(C=C1)C=C1CN(C1)CCCF)C=CC(=C2)C(=O)O)C(F)(F)F